ClC1=NC=2N(C(=C1C1=CC=C(C=C1)OC)Cl)N=C(C2C2=CC=CC=C2)C2=NC=CC=C2 5,7-dichloro-6-(4-methoxyphenyl)-3-phenyl-2-(pyridin-2-yl)pyrazolo[1,5-a]pyrimidine